Quinuclidin-3-yl (2-(4'-(methylsulfonyl)-[1,1'-biphenyl]-4-yl)propan-2-yl)carbamate CS(=O)(=O)C1=CC=C(C=C1)C1=CC=C(C=C1)C(C)(C)NC(OC1CN2CCC1CC2)=O